8-chloro-2-[(3R,5R)-3,5-dimethylmorpholin-4-yl]-4-isopropoxy-1,7-naphthyridine ClC=1N=CC=C2C(=CC(=NC12)N1[C@@H](COC[C@H]1C)C)OC(C)C